ClC=1C=C(C=CC1C(NC1C2CN(CC12)C([C@H]1NC[C@@H](C1)O)=O)=O)NC(=O)C=1N(C(=CN1)C1=C(C(=C(C=C1)OC)F)F)C N-[3-chloro-4-[[(exo)-3-[(2S,4R)-4-hydroxyprolyl]-3-azabicyclo[3.1.0]hexan-6-yl]carbamoyl]phenyl]-5-(2,3-difluoro-4-methoxy-phenyl)-1-methyl-imidazole-2-carboxamide